C1(=CC=CC=C1)[C@@H]1CC[C@H]2OC3(C(N21)=O)CC(C3)OC3=CC(=NC=C3)C(F)(F)F (5'S,7a'R)-5'-phenyl-3-{[2-(trifluoromethyl)pyridin-4-yl]oxy}tetrahydro-3'H-spiro[cyclobutane-1,2'-pyrrolo[2,1-b][1,3]oxazol]-3'-one